3-amino-5-hydrazinopyrazole 2,4,6-trinitro-benzenetriol salt [N+](=O)([O-])C1(C(C(=CC(=C1O)[N+](=O)[O-])[N+](=O)[O-])O)O.NC1=NNC(=C1)NN